ClC1=CC=C(C=C1)C1=C(N(C2=CC=CC=C12)C(C)C)/C=C/[C@H](C[C@H](CC(=O)OC(C)(C)C)O)O |o1:21,23| tert-butyl rel-(3R,5S,E)-7-(3-(4-chlorophenyl)-1-isopropyl-1H-indol-2-yl)-3,5-dihydroxyhept-6-enoate